mercaptopentacene SC1=CC=CC2=CC3=CC4=CC5=CC=CC=C5C=C4C=C3C=C12